tert-butyl 4-(3-fluoro-2-(trifluoromethyl)phenyl)-5,6-dihydropyridine-1(2H)-carboxylate FC=1C(=C(C=CC1)C1=CCN(CC1)C(=O)OC(C)(C)C)C(F)(F)F